tert-butyl 2-((6-chloro-3-iodopyridazin-4-ylamino)methyl)morpholine-4-carboxylate ClC1=CC(=C(N=N1)I)NCC1CN(CCO1)C(=O)OC(C)(C)C